C1(CC1)C1(OCC=2C=NC(=CC21)C(=O)O)C 1-cyclopropyl-1-methyl-3H-furo[3,4-c]pyridine-6-carboxylic acid